2-{[3-(2-bromo-4-chlorophenyl)prop-2-yn-1-yl]oxy}-1H-isoindole-1,3(2H)-dione BrC1=C(C=CC(=C1)Cl)C#CCON1C(C2=CC=CC=C2C1=O)=O